NC=1C(=C(C=CC1)C1CCN(CC1)C(=O)OC(C)(C)C)F tert-butyl 4-(3-amino-2-fluoro-phenyl)piperidine-1-carboxylate